isocyanato-ethyltrimethoxysilane N(=C=O)CO[Si](OC)(OC)CC